CC1N=C(C2=C(C=C(C=C2C1)Br)F)C dimethyl-6-bromo-8-fluoro-3,4-dihydroisoquinoline